Benzyl 7-[(1R,2R,3R)-3-benzyloxy-2-(4,4-difluoro-3-oxo-octyl)-5-oxo-cyclopentyl]heptanoate C(C1=CC=CC=C1)O[C@H]1[C@@H]([C@H](C(C1)=O)CCCCCCC(=O)OCC1=CC=CC=C1)CCC(C(CCCC)(F)F)=O